(2s)-2-amino-4-(4,4,4-trifluoro-3-hydroxy-3-(pyridin-2-yl)butylsulfonimidoyl)butanoic acid N[C@H](C(=O)O)CCS(=O)(=N)CCC(C(F)(F)F)(C1=NC=CC=C1)O